ClC1=NC(=CC(=C1)C(=O)C=1CCN(CC1)C(=O)OC(C)(C)C)Cl tert-butyl 4-(2,6-dichloropyridine-4-carbonyl)-3,6-dihydro-2H-pyridine-1-carboxylate